Cl.C12NCC(C(C1)=O)CC2 2-azabicyclo[2.2.2]octan-5-one hydrochloride